N-Hydroxy-2,2-dimethyl-N-(2,3,5-trifluorobenzyl)butanamid ON(C(C(CC)(C)C)=O)CC1=C(C(=CC(=C1)F)F)F